C(#C)[C@]1([C@]2(C)[C@@H](CC1)[C@@H]1CC=C3C[C@@H](O)CC[C@]3(C)[C@H]1CC2)O 17α-ethynyl-5-androstenediol